tert-butyl (R)-4-(2-(1-(4-bromophenyl)pyrrolidin-2-yl)benzyl)piperidine-1-carboxylate BrC1=CC=C(C=C1)N1[C@H](CCC1)C1=C(CC2CCN(CC2)C(=O)OC(C)(C)C)C=CC=C1